hydroxybenzenedione OC=1C(C(C=CC1)=O)=O